8-benzyloxy-5-(1,10-phenanthroline-2-yl)quinoline C(C1=CC=CC=C1)OC=1C=CC(=C2C=CC=NC12)C1=NC2=C3N=CC=CC3=CC=C2C=C1